C1(CCCC1)C1=C(C(=O)O)C=CC(=C1)C1=CC=NC=2N1N=C(C2)C2=CC=C(C=C2)F 2-Cyclopentyl-4-(2-(4-fluorophenyl)pyrazolo[1,5-a]pyrimidin-7-yl)benzoic acid